2,3-dichlorobenzo[g]quinoxaline-5,10-dione ClC=1C(=NC=2C(C3=C(C(C2N1)=O)C=CC=C3)=O)Cl